FC=1C=C(C=C(C1OC1=CC2=C(N(N=N2)C)C=C1)C)NC=1C2=C(N=CN1)C=CC(=N2)N2C[C@H](N(CC2)C(C=C)=O)C (R)-1-(4-(4-((3-fluoro-5-methyl-4-((1-methyl-1H-benzo[d][1,2,3]triazol-5-yl)oxy)phenyl)amino)pyrido[3,2-d]pyrimidin-6-yl)-2-methylpiperazin-1-yl)prop-2-en-1-one